[(Z)-[amino(cyclopropyl)methylene]amino] 4-[(1S)-1-[(2,6-dimethylpyrimidin-4-yl)amino]ethyl]benzoate CC1=NC(=CC(=N1)N[C@@H](C)C1=CC=C(C(=O)O\N=C(\C2CC2)/N)C=C1)C